[Na+].C(CCCCCCCCCCCCCCCCC)(=O)[O-].[Li+].C(CCCCCCCCCCCCCCCCC)(=O)[O-] lithium stearate, sodium salt